(5R)-1-methyl-5-(6-{[5-methyl-3-(6-methylpyridin-3-yl)-1,2-oxazol-4-yl]methoxy}-1,2,3,4-tetrahydro-2,7-naphthyridine-2-carbonyl)pyrrolidin-2-one CN1C(CC[C@@H]1C(=O)N1CC2=CN=C(C=C2CC1)OCC=1C(=NOC1C)C=1C=NC(=CC1)C)=O